2-chloromandelate ClC1=C(C(C(=O)[O-])O)C=CC=C1